1-(4-(3-Chlorobenzyl)-3,4-dihydroquinoxalin-1(2H)-yl)-3-(4-methylpiperazin-1-yl)propan-1-one ClC=1C=C(CN2CCN(C3=CC=CC=C23)C(CCN2CCN(CC2)C)=O)C=CC1